4-acetylbenzaldehyde C(C)(=O)C1=CC=C(C=O)C=C1